xylylenebismethacrylamide C=1(C(=CC=CC1)CC=C(C(=O)N)C)CC=C(C(=O)N)C